2,4-dichloro-6-dibromomethyl-quinazoline ClC1=NC2=CC=C(C=C2C(=N1)Cl)C(Br)Br